S1C(=NC2=C1C=CC=C2)N2N=C(CC2=O)C 1-(2-Benzothiazolyl)-3-methyl-5-pyrazolone